ClC=1C=CC2=C(C[C@](O2)(C2=CC=CC=C2)CN[C@@H]2CC[C@@H](CC2)O)C1C1=C(C(=O)N)C=CC(=C1F)OC 2-((2S,4S)-5-chloro-2-((((cis)-4-hydroxycyclohexyl)amino)methyl)-2-phenyl-2,3-dihydrobenzofuran-4-yl)-3-fluoro-4-methoxybenzamide